2,2-Difluoroacetic acid hydrazide FC(C(=O)NN)F